ClC1=C(OCC#N)C=CC(=C1)B1OC(C(O1)(C)C)(C)C 2-(2-chloro-4-(4,4,5,5-tetramethyl-1,3,2-dioxaborolan-2-yl)phenoxy)acetonitrile